aluminum 3,5-di-t-butylsalicylate C(C)(C)(C)C1=C(C(C(=O)[O-])=CC(=C1)C(C)(C)C)O.[Al+3].C(C)(C)(C)C1=C(C(C(=O)[O-])=CC(=C1)C(C)(C)C)O.C(C)(C)(C)C1=C(C(C(=O)[O-])=CC(=C1)C(C)(C)C)O